[Si](C1=CC=CC=C1)(C1=CC=CC=C1)(C(C)(C)C)OC1CC=C(C1)C1=NC(=C(C=2C1=CN(N2)CC2=CC=C(C=C2)OC)C(=O)N)Cl 4-(4-(tert-butyldiphenylsilyloxy)cyclopent-1-enyl)-6-chloro-2-(4-methoxybenzyl)-2H-pyrazolo[4,3-c]pyridine-7-carboxamide